(6,6-dimethyl-3-azabicyclo[3.1.0]hexan-3-yl)methanone CC1(C2CN(CC12)C=O)C